N-t-Butoxycarbonyl-(S)-(benzyl)-D-cysteine C(C)(C)(C)OC(=O)N([C@H](CS)C(=O)O)CC1=CC=CC=C1